CC(COC1=CC=C(C=C1)C(C(=O)OC)C(N[C@@H](C)C1=CC=CC=C1)=O)CCC Methyl 2-{4-[(2-Methylpentyl)oxy]phenyl}-2-{[(1S)-1-phenylethyl]carbamoyl}acetate